Cl.C(C1=CC=CC=C1)SC[C@H](N)C(=O)O |r| S-benzyl-DL-cysteine hydrochloride